CN1CC2(C1)CC(C2)C(C(=O)N)N2N=C(N1C(C2=O)=CC2=C1SC=C2)C(C)C (2-methyl-2-azaspiro[3.3]heptan-6-yl)-2-(8-isopropyl-5-oxothieno[3',2':4,5]pyrrolo[1,2-d][1,2,4]triazin-6(5H)-yl)acetamide